4-(difluoromethoxy)-3-[(1-methyl-1H-pyrazole-4-yl)ethynyl]benzoic acid FC(OC1=C(C=C(C(=O)O)C=C1)C#CC=1C=NN(C1)C)F